ClC=1C=NC=C(C1[C@@H](C)OC1=CC=C2C(=N1)C(=NN2C2OCCCC2)C=2C=C(C(=NC2)C=2C(=NN(C2)CC(C)(O)C)C)F)Cl (4-(5-(5-((R)-1-(3,5-dichloropyridin-4-yl)ethoxy)-1-(tetrahydro-2H-pyran-2-yl)-1H-pyrazolo[4,3-b]pyridin-3-yl)-3-fluoropyridin-2-yl)-3-methyl-1H-pyrazol-1-yl)-2-methyl-2-propanol